(R)-5-isopropyl-5-{4-[4-(6-methylbenzofuran-3-yl)piperidine-1-carbonyl]phenyl}imidazolidine-2,4-dione C(C)(C)[C@]1(C(NC(N1)=O)=O)C1=CC=C(C=C1)C(=O)N1CCC(CC1)C1=COC2=C1C=CC(=C2)C